ClC=1C=C(C=CC1Cl)N1CC2=C(C=C1F)CC1CCC2N1 N-(3,4-dichlorophenyl)-3-fluoro-6,7,8,9-tetrahydro-5H-6,9-epiminocyclohepta[c]pyridine